O=C1N=CC=CN1 2-oxo-2,3-dihydropyrimidin